C(C1=CC=CC=C1)OC1=NC(=CC=C1C1=CC(=C(C=C1)Br)F)OCC1=CC=CC=C1 2,6-Dibenzyloxy-3-(4-bromo-3-fluoro-phenyl)pyridine